O=C1C2C=CC1CC2 7-oxobicyclo[2.2.1]hept-2-ene